3,5-dimethoxybenzenesulfonic acid sodium salt [Na+].COC=1C=C(C=C(C1)OC)S(=O)(=O)[O-]